3-(dimethylamino)-5-{2-[2-(7-methylquinoline-8-sulfonamido)-phenyl]ethynyl}pyridine-2-carboxylic acid CN(C=1C(=NC=C(C1)C#CC1=C(C=CC=C1)NS(=O)(=O)C=1C(=CC=C2C=CC=NC12)C)C(=O)O)C